ethyl 2-methyl-2-pentenoate CC(C(=O)OCC)=CCC